C[C@@H]1CN(CCN1C)C=1N=NC(=CN1)C1=C(C=C(C=C1)C=1C=C(C=2N(C1)C=C(N2)C)F)O 2-{3-[(3R)-3,4-dimethylpiperazin-1-yl]-1,2,4-triazin-6-yl}-5-(8-fluoro-2-methylimidazo[1,2-a]pyridin-6-yl)phenol